ClC=1C(=C(C=C(C1)F)[C@H](C)NCCN)COC1=CC=C(C=C1)OC (S)-N1-(1-(3-Chloro-5-fluoro-2-((4-methoxyphenoxy)methyl)phenyl)ethyl)ethane-1,2-diamine